FC1=C(C=CC2=C1C=C(O2)C(=O)N(C)C)C=2CN(CCC2)C(=O)[C@@H]2N(CC1=CC=CC=C1C2)C=O (R)-4-fluoro-5-(1-(2-formyl-1,2,3,4-tetrahydroisoquinoline-3-carbonyl)-1,2,5,6-tetrahydropyridin-3-yl)-N,N-dimethylbenzofuran-2-carboxamide